NC1=C2N=CN(C2=NC=N1)CC(=O)N([C@H](CO)C(=O)O)CCN N-(2-(6-amino-9H-purin-9-yl)acetyl)-N-(2-aminoethyl)-D-serine